FC1=C(C(=C(C(=C1[B-](C1=C(C(=C(C(=C1F)F)F)F)F)(C1=C(C(=C(C(=C1F)F)F)F)F)C1=C(C(=C(C(=C1F)F)F)F)F)F)F)F)F.C(CCCCCCCCCCCCCCCCC)[NH+](C)CCCCCCCCCCCCCCCCCC Dioctadecylmethylammonium tetrakis(pentafluorophenyl)borate